C(C1=CC=CC=C1)N(C(NC1=CC=C(C=C1)C1=NNC(=C1C(=O)N)NC1=CC(=NC=C1)OC)=O)C 3-(4-(3-benzyl-3-methylureido)phenyl)-5-((2-methoxypyridin-4-yl)amino)-1H-pyrazole-4-carboxamide